6'-((4-methoxybenzyl)oxy)-5''-methyl-4-(trifluoromethyl)-[3,2':4',4''-terpyridin]-2''-amine COC1=CC=C(COC2=CC(=CC(=N2)C=2C=NC=CC2C(F)(F)F)C2=CC(=NC=C2C)N)C=C1